C(C)N1N=CC(=C1)CC=1C(=NC(=CC1)OC)C1=C(C=C(C=C1)F)[C@@H](C)O (R)-1-(2-(3-((1-ethyl-1H-pyrazol-4-yl)methyl)-6-methoxypyridin-2-yl)-5-fluorophenyl)ethan-1-ol